4-{[(3-{[5,5-dimethyl-1,4-dioxan-2-yl]methoxy}pyridin-4-yl)methyl]amino}-N-(3-fluoro-2-methoxyphenyl)-2-oxo-1,2,5,6-tetrahydropyridine-3-carbothioamide CC1(OCC(OC1)COC=1C=NC=CC1CNC1=C(C(NCC1)=O)C(NC1=C(C(=CC=C1)F)OC)=S)C